BrC=1C=2C(N=C3N(C2C=CC1)C1=CC=C(C=C1C3(C)C(C)C)C3CCNCC3)=O 4-bromo-7-isopropyl-7-methyl-9-(piperidin-4-yl)indolo[1,2-a]quinazolin-5(7H)-one